4-((3-(2-(diallylamino)ethyl)-1H-indol-6-yl)oxy)-4-oxobutyric acid C(C=C)N(CCC1=CNC2=CC(=CC=C12)OC(CCC(=O)O)=O)CC=C